[Hg]=O Mercury-oxide